NCCOC1=CC(=C2C(NC(=NC2=C1)C1=CC(=C(C(=C1)C)OCC1=CC=CC=C1)C)=O)OC 7-(2-amino-ethoxy)-2-(4-benzyloxy-3,5-dimethyl-phenyl)-5-methoxy-3H-quinazolin-4-one